N-(4-(4-(pentafluorosulfanyl)phenoxy)phenyl)piperidine-3-carboxamide FS(C1=CC=C(OC2=CC=C(C=C2)NC(=O)C2CNCCC2)C=C1)(F)(F)(F)F